C(#C)C1=C(C(=CC=C1)[N+](=O)[O-])N[C@@H](CCCCNC(OC(C)(C)C)=O)C tert-butyl (R)-(5-((2-ethynyl-6-nitrophenyl)amino)hexyl)carbamate